4-(4-nitrobenzoyl)-1,1-dioxo-1,4-thiazine [N+](=O)([O-])C1=CC=C(C(=O)N2C=CS(C=C2)(=O)=O)C=C1